[H-].C[Si](=[Zr+](C1C=C(C=C1)[Si](C)(C)C)C1C=C(C=C1)[Si](C)(C)C)C dimethylsilylenebis(3-trimethylsilylcyclopentadienyl)zirconium hydride